C(#N)\C(\C(=O)NC(OCC)=O)=N/NC1=CC(=C(C(=C1)Cl)OC=1C=CC2=C(N(C(=N2)OC)C2CC2)C1)Cl (E)-ethyl (2-cyano-2-(2-(3,5-dichloro-4-((1-cyclopropyl-2-methoxy-1H-benzo[d]imidazol-6-yl)oxy)phenyl)hydrazono)acetyl)carbamate